OC[C@]1([C@@H](O)[C@H](O)[C@H](O1)CO)N[C@@H](CC(C)C)C(=O)O α-fructosyl-leucine